C1N(C=CC2=CC=CC=C12)C(=O)C1=C(C(=O)OC)C=CC=C1 methyl 2-(isoquinoline-2-carbonyl)-benzoate